C(C1=CC=CC=C1)N1CC2(C1)CC(C2)NC(=O)N2[C@@H](CN(C[C@@H]2C)C2=NC=C(C=C2)C#N)C (2R,6S)-N-{2-benzyl-2-azaspiro[3.3]heptan-6-yl}-4-(5-cyanopyridin-2-yl)-2,6-dimethylpiperazine-1-carboxamide